C(CC=C)S(=O)(=O)O but-3-ene-1-sulfonic Acid